C1(CCCCC1)B(OS(=O)(=O)C(F)(F)F)C1CCCCC1 dicyclohexyl(trifluoromethanesulfonyloxy)borane